C(C)C=1C(NC=2C=C(C=NC2C1)CN1CCN(CC1)C=1C(=NC=CC1)C#N)=O 3-{4-[(7-ethyl-6-oxo-5H-1,5-naphthyridin-3-yl)methyl]piperazin-1-yl}pyridine-2-carbonitrile